ClC1=CC(=NC(=C1)N1C=NC=C1)C(=O)NC1CCC(CC1)OC 4-chloro-6-(1H-imidazol-1-yl)-N-((1r,4r)-4-methoxycyclohexyl)picolinamide